N-((5-(methylsulfonyl)pyridin-2-yl)methyl)benzamide Lithium [Li].CS(=O)(=O)C=1C=CC(=NC1)CNC(C1=CC=CC=C1)=O